4-Chloro-7-nitroisoindolin-1-one ClC1=C2CNC(C2=C(C=C1)[N+](=O)[O-])=O